ClC=1C(=CC(=NC1)OC)C1=CC(=NN1)C(=O)N1CCC(CC1)C(=O)NC1CS(CC2=C1C=CC=C2)(=O)=O 1-[5-(5-chloro-2-methoxypyridin-4-yl)-1H-pyrazole-3-carbonyl]-N-(2,2-dioxo-3,4-dihydro-1H-2λ6-benzothiopyran-4-yl)piperidine-4-carboxamide